N1C=CC=2C1=NC=C(C2)OC2=C(C(=O)O)C=CC(=C2)N2CCC1(CC(C1)N1[C@@H](CCC1)C1=C(C=CC=C1)CC)CC2 (S)-2-((1H-pyrrolo[2,3-b]pyridin-5-yl)oxy)-4-(2-(2-(2-ethylphenyl)pyrrolidin-1-yl)-7-azaspiro[3.5]nonan-7-yl)benzoic acid